4-(7-(3-aminopiperazin-1-yl)-3-(4-methoxyphenyl)quinoxalin-2-yl)benzonitrile NC1CN(CCN1)C1=CC=C2N=C(C(=NC2=C1)C1=CC=C(C#N)C=C1)C1=CC=C(C=C1)OC